(S)-2-amino-5-(cyclohexylamino)-5-oxopentanoic acid N[C@H](C(=O)O)CCC(=O)NC1CCCCC1